para-bromo-N,N-dimethylaniline BrC1=CC=C(N(C)C)C=C1